(+)-trans-5-(1H-Benzotriazol-5-carbonyl)-3a-methyl-hexahydro-pyrrolo[3,4-c]pyrrol N1N=NC2=C1C=CC(=C2)C(=O)N2C[C@H]1[C@](C2)(CNC1)C